Tert-butyl (S)-5-((7-cyano-5-(isopropylamino)-2,6-naphthyridin-3-yl)amino)-3,3-difluoropiperidine-1-carboxylate C(#N)C1=NC(=C2C=C(N=CC2=C1)N[C@H]1CC(CN(C1)C(=O)OC(C)(C)C)(F)F)NC(C)C